CC(C)[C@H]1CN(CCN1)C=1N=NC(=CN1)C1=C(C=C(C=C1)C=1C=NSC1)O 2-{3-[(3S)-3-(propan-2-yl)piperazin-1-yl]-1,2,4-triazin-6-yl}-5-(1,2-thiazol-4-yl)phenol